OCCN1C(CC(CC1(C)C)O)(C)C N-(2-hydroxyethyl)-2,2,6,6-tetramethyl-4-piperidinol